CC1(OB(OC1(C)C)C(C)=C(C)C)C 4,4,5,5-tetramethyl-2-(3-methylbut-2-en-2-yl)-1,3,2-dioxaborolane